7-((4-(2-fluoro-6-(methylcarbamoyl)pyridin-3-yl)piperazin-1-yl)methyl)-9-fluoro-furo[2,3-c]quinolin-4(5H)-one FC1=NC(=CC=C1N1CCN(CC1)CC=1C=C(C=2C3=C(C(NC2C1)=O)OC=C3)F)C(NC)=O